CN1CCC(CC1)C1=CC=C(C=C1)C1=CC=C2C(NC(C2=C1)=O)([2H])[2H] 6-(4-(1-Methylpiperidin-4-Yl)Phenyl)Isoindolin-1-One-3,3-d2